tert-Butyl (3-bromo-2-chlorophenyl)(tert-butoxycarbonyl)carbamate BrC=1C(=C(C=CC1)N(C(OC(C)(C)C)=O)C(=O)OC(C)(C)C)Cl